3-(3-((4-Fluoro-5-(3-((6-fluoro-4-methyl-1H-indol-5-yl)oxy)phenyl)-1H-pyrazol-1-yl)methyl)phenyl)propanoic acid FC=1C=NN(C1C1=CC(=CC=C1)OC=1C(=C2C=CNC2=CC1F)C)CC=1C=C(C=CC1)CCC(=O)O